2-(9-(4-fluorophenyl)-6-oxaspiro[4.5]dec-8-en-8-yl)-N-(3-methylbenzyl)ethylamine hydrochloride Cl.FC1=CC=C(C=C1)C1=C(COC2(CCCC2)C1)CCNCC1=CC(=CC=C1)C